C1=CC=CC2=NC3=CC=CC=C3C(=C12)CCCCCCCCCCCCCCC=1C2=CC=CC=C2N=C2C=CC=CC12 1,14-bis(9-acridinyl)tetradecane